N-propyl-2-[1-(pyridin-4-yl)-1H-pyrazol-4-yl]-N-[(3S)-pyrrolidin-3-yl]-1,3-thiazole-4-carboxamide C(CC)N(C(=O)C=1N=C(SC1)C=1C=NN(C1)C1=CC=NC=C1)[C@@H]1CNCC1